(S)-3-hydroxyl-2-((S)-2-((R)-4-((3R,5R,8R,9S,10S,13R,14S,17R)-3-hydroxyl-10,13-dimethyl-hexadecahydro-1H-cyclopenta[a]phenanthren-17-yl)pentanamido)-3-methylbutanamido)propanoic acid OC[C@@H](C(=O)O)NC([C@H](C(C)C)NC(CC[C@@H](C)[C@H]1CC[C@H]2[C@@H]3CC[C@@H]4C[C@@H](CC[C@@]4([C@H]3CC[C@]12C)C)O)=O)=O